naphtho[1,2-f]indazole-4,5-diol C1=CC=C(C=2C(=CC=3C(=CC=4C=NNC4C3)C12)O)O